[N+](=O)([O-])C=1C=C2C(=NC1)CCCO2 7-nitro-3,4-dihydro-2H-pyrano[3,2-b]pyridine